4-(5-(3,5-dimethylisoxazol-4-yl)-1-(phenylsulfonyl)-1H-pyrrolo[2,3-b]pyridin-3-yl)picolinic acid CC1=NOC(=C1C=1C=C2C(=NC1)N(C=C2C2=CC(=NC=C2)C(=O)O)S(=O)(=O)C2=CC=CC=C2)C